O[C@@H]1CN(CC[C@H]1NC1=NN2C(C=N1)=CC=C2C2=NC=C(C=C2)C)C(=O)OC(C)(C)C tert-butyl (3R,4R)-3-hydroxy-4-{[7-(5-methylpyridin-2-yl) pyrrolo[2,1-f][1,2,4]triazin-2-yl]amino}piperidine-1-carboxylate